(S)-2-amino-N-((3-(3,5-difluoro-4-(4-(oxetan-3-yl)piperazin-1-yl)phenyl)-2-oxooxazolidin-5-yl)methyl)acetamide NCC(=O)NC[C@H]1CN(C(O1)=O)C1=CC(=C(C(=C1)F)N1CCN(CC1)C1COC1)F